C(C)(C)(C)OC(CN=S(=O)(C1=CC(=C(C(=C1)C(F)(F)F)COCOCC)B1OC(C(O1)(C)C)(C)C)C1=CC(=C(C(=C1)C(F)(F)F)COCOCC)B1OC(C(O1)(C)C)(C)C)=O.CC1=C(O)C(=CC(C1)(O)C)C 2,4,6-trimethyl-hydroquinone tert-butyl-2-((bis(4-((ethoxymethoxy)methyl)-3-(4,4,5,5-tetramethyl-1,3,2-dioxaborolan-2-yl)-5-(trifluoromethyl)phenyl)(oxo)-λ6-sulfanylidene)amino)acetate